C(C1=CC=CC=C1)(C1=CC=CC=C1)C=1C=C2C=3C=C(C=CC3N(C2=CC1)CC)N1C2=CC=C(C=C2C=2C=C(C=CC12)C(C)(C)C)C(C)(C)C 6-Benzhydryl-3',6'-di-tert-butyl-9-ethyl-9H-3,9'-bicarbazole